COC1=NC(=CC=C1N)C 2-methoxy-6-methylpyridin-3-amine